5-(1-Benzyl-1H-pyrazol-4-yl)-4-(3-methanesulfonyl-pyrrolidin-1-yl)-1-methyl-1H-pyridin-2-one C(C1=CC=CC=C1)N1N=CC(=C1)C=1C(=CC(N(C1)C)=O)N1CC(CC1)S(=O)(=O)C